N[C@]1(C[C@@H](CCC1)CC)COC=1C=C(C=C(C1C#N)SC)C1=CN=C2N1C(=CC=C2)C#N 3-(3-(((1r,3r)-1-amino-3-ethylcyclohexyl)methoxy)-4-cyano-5-(methylthio)-phenyl)imidazo[1,2-a]pyridine-5-carbonitrile